tert-butyl (R)-3-(((3-(((tert-butoxycarbonyl)amino)methyl)benzyl)((S)-5,6,7,8-tetrahydroquinolin-8-yl)amino)methyl)-3,4-dihydroisoquinoline-2(1H)-carboxylate C(C)(C)(C)OC(=O)NCC=1C=C(CN([C@H]2CCCC=3C=CC=NC23)C[C@@H]2N(CC3=CC=CC=C3C2)C(=O)OC(C)(C)C)C=CC1